ClC=1C=NN(C(C1Cl)=O)[C@@H](C(=O)NC1=CC(=C(C=C1)C)S(NCCOCCOC)(=O)=O)C (2R)-2-(4,5-dichloro-6-oxo-pyridazin-1-yl)-N-[3-[2-(2-methoxyethoxy)ethylsulfamoyl]-4-methyl-phenyl]propanamide